para-menthen C1(CCC(=CC1)C(C)C)C